(2S,3S,5R)-2-azido-5-(5-fluoro-2,4-dioxo-3,4-dihydropyrimidin-1(2H)-yl)-2-(iodomethyl)tetrahydrofuran-3-yl benzoate C(C1=CC=CC=C1)(=O)O[C@@H]1[C@](O[C@H](C1)N1C(NC(C(=C1)F)=O)=O)(CI)N=[N+]=[N-]